C1CC12CN(CC2)CC2=CC(=NC(=C2)C2CC2)C(=O)[O-].[Li+] lithium 4-((5-azaspiro[2.4]heptan-5-yl) methyl)-6-cyclopropylpicolinate